O1COC2=C1C=CC(=C2)CNC(=C[N+](=O)[O-])NCCSCC=2OC(=CC2)CN(C)C N-(1,3-benzodioxol-5-ylmethyl)-N'-[2-[[[5-[(dimethylamino)methyl]-2-furanyl]methyl]thio]ethyl]-2-nitro-1,1-ethenediamine